FC=1C=C(C=CC1C1=NC=2C=CNC(C2C(=C1)NC1=NC=C(C=C1)N1C[C@H](CC1)CO)=O)NC(=O)C1CCCCC1 (S)-N-(3-fluoro-4-(4-((5-(3-(hydroxy-methyl)pyrrolidin-1-yl)pyridin-2-yl)amino)-5-oxo-5,6-dihydro-1,6-naphthyridin-2-yl)phenyl)cyclohexane-carboxamide